6-chloro-1-(2-ethyl-4-fluorophenyl)-7-fluoro-3-(2-methyl-6-oxo-1,6-dihydropyridin-3-yl)-2,3-dihydroquinazolin-4(1H)-one ClC=1C=C2C(N(CN(C2=CC1F)C1=C(C=C(C=C1)F)CC)C1=C(NC(C=C1)=O)C)=O